CC=1C2=C(NC(C1C1=NNC(C1)C1=CC=C(C=C1)N1CCCC1)=O)SC=C2 4-methyl-5-(5-(4-(pyrrolidin-1-yl)phenyl)-4,5-dihydro-1H-pyrazol-3-yl)thieno[2,3-b]pyridin-6(7H)-one